[N-]=C=O.[N-]=C=O.CC=1C(=C(C=CC1)C)C Trimethylbenzene diisocyanate